(RS)-N,N-dimethyl-2-(1-phenyl-1-pyridine-2-yl-ethoxy)-ethanamine CN(CCO[C@@](C)(C1=NC=CC=C1)C1=CC=CC=C1)C |r|